4-(1-(3,5-difluorophenyl)-2-hydroxyethyl)-5-hydroxy-2-phenyl-2,4-dihydro-3H-1,2,4-triazol-3-one FC=1C=C(C=C(C1)F)C(CO)N1C(N(N=C1O)C1=CC=CC=C1)=O